6-(((3-(difluoromethyl)cyclobutyl)amino)methyl)-2-(3-((1r,3r)-3-methoxy-1-(4-methyl-4H-1,2,4-triazol-3-yl)cyclobutyl)phenyl)-4-(trifluoromethyl)isoindolin-1-one FC(C1CC(C1)NCC1=CC(=C2CN(C(C2=C1)=O)C1=CC(=CC=C1)C1(CC(C1)OC)C1=NN=CN1C)C(F)(F)F)F